COC1=NC=CC(=C1)NC 2-methoxypyridin-4-yl-methylamine